CN(CCNC(=O)C=1N=C(OC1C1=C(C=CC=C1)[N+](=O)[O-])C1=CC2=CC=CC=C2C=C1)C (2-(dimethylamino)ethyl)-2-(naphthalen-2-yl)-5-(2-nitrophenyl)oxazole-4-carboxamide